5-(Chloro(8-methyl-3-(trifluoromethyl)-[1,2,4]triazolo[4,3-a]pyridin-7-yl)methyl)-2-methylbenzyl pivalate C(C(C)(C)C)(=O)OCC1=C(C=CC(=C1)C(C1=C(C=2N(C=C1)C(=NN2)C(F)(F)F)C)Cl)C